CC(CC(=O)OC(C)CC)(C)C sec-butyl 3,3-dimethyl-butyrate